ClC1=CC(=CC(=N1)S(=O)(=O)NC)N1[C@@H](CCC1)C (R)-6-chloro-N-methyl-4-(2-methylpyrrolidin-1-yl)pyridine-2-sulfonamide